2-(3,4-dimethoxyphenyl)-3-ethyl-5-(pyridin-3-yl)-1H-indole COC=1C=C(C=CC1OC)C=1NC2=CC=C(C=C2C1CC)C=1C=NC=CC1